titanium (IV) tert-butoxide CC(C)(C)[O-].[Ti+4].CC(C)(C)[O-].CC(C)(C)[O-].CC(C)(C)[O-]